3-ethynyl-3-methyl-oxetan C(#C)C1(COC1)C